FC1=CC=C(OCC2=CC(=NO2)C2=CC=C(C=C2)O)C=C1 4-(5-((4-fluorophenoxy)methyl)isoxazol-3-yl)phenol